(3-bromo-6-(2,3-dichlorophenyl)pyrazin-2-yl)methanol BrC=1C(=NC(=CN1)C1=C(C(=CC=C1)Cl)Cl)CO